3-(6-((1r,3r,5s)-3-((3-(2-chlorophenyl)-5-cyclopropylisoxazol-4-yl)methoxy)-8-azabicyclo[3.2.1]oct-8-yl)pyridin-3-yl)-1,2,4-oxadiazol-5(4H)-one ClC1=C(C=CC=C1)C1=NOC(=C1COC1C[C@H]2CC[C@@H](C1)N2C2=CC=C(C=N2)C2=NOC(N2)=O)C2CC2